ClC1=C(N(C2=CC=CC=C12)C)Cl dichloro-1-methyl-1H-indol